CC1=CC=C(C=C1)S(=O)(=O)OCC(C1=CC=CC=C1)O 2-hydroxy-2-phenylethyl 4-methylbenzenesulfonate